FC=1C=CC=2CC(C2C1)NC(OC(C)(C)C)=O tert-Butyl (4-fluorobicyclo[4.2.0]octa-1(6),2,4-trien-7-yl)carbamate